(S)-N1-((S)-1-(((S)-1-Amino-6-diazo-1,5-dioxohexan-2-yl)amino)-6-diazo-1,5-dioxohexan-2-yl)-4-((S)-2-(2-(dimethylamino)acetamido)-3-(1H-indol-3-yl)propanamido)pentanediamide NC([C@H](CCC(C=[N+]=[N-])=O)NC([C@H](CCC(C=[N+]=[N-])=O)NC(CC[C@@H](C(=O)N)NC([C@H](CC1=CNC2=CC=CC=C12)NC(CN(C)C)=O)=O)=O)=O)=O